5-cyclopropyl-4-(((1-(1-(3,5-dichlorophenyl)propyl)-3-fluoroazetidin-3-yl)methoxy)methyl)-N-(ethylsulfonyl)-2-fluorobenzamide C1(CC1)C=1C(=CC(=C(C(=O)NS(=O)(=O)CC)C1)F)COCC1(CN(C1)C(CC)C1=CC(=CC(=C1)Cl)Cl)F